NC1=C(C=CC=C1)NS(=O)(=O)C1=CC(=CC=C1)Cl N-(2-aminophenyl)-3-chlorobenzenesulfonamide